2-[(2H5)phenyl(2H1)methyl]-2-azaspiro[3.3]heptan-6-yl (2R,6S)-2,6-dimethyl-4-[5-(trifluoromethyl)pyrazin-2-yl]piperazine-1-carboxylate C[C@H]1N([C@H](CN(C1)C1=NC=C(N=C1)C(F)(F)F)C)C(=O)OC1CC2(CN(C2)C([2H])C2=C(C(=C(C(=C2[2H])[2H])[2H])[2H])[2H])C1